(Z)-3-fluoro-4-(4-(3-(pyrrolidin-1-ylsulfonyl)phenyl)-2-(trifluoromethyl)-1H-benzo[d]imidazol-1-yl)but-2-en-1-amine Hydrochloride Cl.F\C(=C/CN)\CN1C(=NC2=C1C=CC=C2C2=CC(=CC=C2)S(=O)(=O)N2CCCC2)C(F)(F)F